NC=1CCC([C@@](N1)(CF)C=1C=C(C=CC1F)NC(=O)C1=NC=C(C=C1)C#N)(F)F (S)-N-(3-(6-amino-3,3-difluoro-2-(fluoromethyl)-2,3,4,5-tetrahydropyridin-2-yl)-4-fluorophenyl)-5-cyanopyridinamide